methyl N-[5-[6-(4-cyclopropyl-6-fluoro-2,3-dihydroquinoxaline-1-carbonyl)imidazo[1,2-a]pyridin-3-yl]-2-pyridyl]carbamate C1(CC1)N1CCN(C2=CC=C(C=C12)F)C(=O)C=1C=CC=2N(C1)C(=CN2)C=2C=CC(=NC2)NC(OC)=O